NC=1C(N(C=CC1NC(CN(C(OC(C)(C)C)=O)C)=O)C1CCOCC1)=O tert-butyl (2-((3-amino-2-oxo-1-(tetrahydro-2H-pyran-4-yl)-1,2-dihydropyridin-4-yl)amino)-2-oxoethyl)(methyl)carbamate